FC(CN1C(C2(C3=CC=C(C=C13)[C@@H]1[C@H](C1)C=1C=3N(N=C(C1)C=1C(=NC(=NC1)OC)OC)C=CN3)CC2)=O)(C)F 1'-(2,2-difluoropropyl)-6'-((1S,2S)-2-(6-(2,4-dimethoxypyrimidin-5-yl)imidazo[1,2-b]pyridazin-8-yl)cyclopropyl)spiro[cyclopropane-1,3'-indolin]-2'-one